dimethyldi(N-formylamino)silane C[Si](NC=O)(NC=O)C